{6-[(3S)-3-amino-1,3-dihydrospiro[indene-2,4'-piperidin]-1'-yl]-3-methyl-1H-pyrazolo[3,4-b]pyrazin-5-yl}methanol N[C@@H]1C2=CC=CC=C2CC12CCN(CC2)C2=C(N=C1C(=N2)NN=C1C)CO